ClC1=C(N)C=CC=C1OC1=CC=2C=3N(C=NC2C=C1)CCCN3 2-chloro-3-((3,4-dihydro-2H-pyrimido[1,2-c]quinazolin-10-yl)oxy)aniline